C1=C(C=C(C2=C1C(=O)C3=C(C2=O)C(=CC(=C3)O)O)O)O The molecule is a tetrahydroxyanthraquinonen that is 9,10-anthraquinone substituted by hydroxy groups at positions 1, 3, 6 and 8. It has been isolated from Chaetomium globosum and Leptographium wageneri. It has a role as a Chaetomium metabolite.